4-(4-(2-((2,6-dioxopiperidin-3-yl)amino)benzyl)piperazin-1-yl)-N-(4-methyl-3-((4-(pyridin-3-yl)pyrimidin-2-yl)amino)phenyl)benzamide O=C1NC(CCC1NC1=C(CN2CCN(CC2)C2=CC=C(C(=O)NC3=CC(=C(C=C3)C)NC3=NC=CC(=N3)C=3C=NC=CC3)C=C2)C=CC=C1)=O